CS(=O)(=O)C1=CC(=C(C=C1)NCC#CC=1N(C=2C=CC=C(C2C1)NC1CCC(CC1)N1CC2(COC2)C1)CC(F)(F)F)OC(F)(F)F 2-(3-{[4-methanesulfonyl-2-(trifluoromethoxy)phenyl]amino}prop-1-yn-1-yl)-N-[(1R,4R)-4-{2-oxa-6-azaspiro[3.3]heptan-6-yl}cyclohexyl]-1-(2,2,2-trifluoroethyl)-1H-indol-4-amine